C(=O)(O)C1(N)C(C=CC=C1)C(=O)O 1,2-dicarboxylaniline